C(#N)N[S@@](=O)(=NC(NC1=C2CCCC2=CC=2CCCC12)=O)C1=CC(=CC=C1)C(C)(C)O (S)-N-cyano-N'-((1,2,3,5,6,7-hexahydro-s-indacen-4-yl)carbamoyl)-3-(2-hydroxypropan-2-yl)benzenesulfonimidamide